2-(3-bromophenyl)-1,3,4-oxadiazole BrC=1C=C(C=CC1)C=1OC=NN1